CS(=O)(=O)C1=CC=C(CC=2C(=NN(C2)C=2SC=C(N2)C(=O)O)C2=CC=CC=C2)C=C1 2-(4-(4-(methylsulfonyl)benzyl)-3-phenyl-1H-pyrazol-1-yl)thiazole-4-carboxylic acid